(E)-3-chloro-4-((5-cyclopropyl-3-fluoropyridin-2-yl)methoxy)-2'-(3-(dimethylamino)acryloyl)-5',6-dimethyl-2H-[1,4'-bipyridin]-2-one ClC=1C(N(C(=CC1OCC1=NC=C(C=C1F)C1CC1)C)C1=CC(=NC=C1C)C(\C=C\N(C)C)=O)=O